2-((S)-1-Acryloyl-4-((S)-7-((S)-3,7-difluoro-3,4-dihydroquinolin-1(2H)-yl)-2-(3-(dimethylamino)azetidin-1-yl)-5,6,7,8-tetrahydroquinazolin-4-yl)piperazin-2-yl)acetonitrile C(C=C)(=O)N1[C@H](CN(CC1)C1=NC(=NC=2C[C@H](CCC12)N1C[C@H](CC2=CC=C(C=C12)F)F)N1CC(C1)N(C)C)CC#N